C(N)(OC1CC(N(CC1)CC1CC1)C(C)(C)C)=O (tert-butyl 1-(cyclopropylmethyl) piperidin-4-yl) carbamate